N-(4-(2-fluorophenyl)-2-(2-oxa-6-azaspiro[3.3]heptan-6-yl)pyridin-3-yl)-1-(2,2,2-trifluoroethyl)-1H-pyrazole-4-carboxamide FC1=C(C=CC=C1)C1=C(C(=NC=C1)N1CC2(COC2)C1)NC(=O)C=1C=NN(C1)CC(F)(F)F